tert-butyl 7-benzyl-2,7-diazaspiro[4.4]nonane-2-carboxylate C(C1=CC=CC=C1)N1CC2(CCN(C2)C(=O)OC(C)(C)C)CC1